DI(HYDROXYMETHYL)TETRAHYDROFURAN OCC1(OCCC1)CO